FC=1C=C(C=CC1F)C1=CC(=CC=C1)N1C(C2=CC(=CC=C2C1)C1=NN=NN1)=O 3',4'-Difluoro-3-[1-oxo-6-(1H-tetrazol-5-yl)-1,3-dihydroisoindol-2-yl]biphenyl